C(C1=CC=CC=C1)OC(=O)NS(=O)(=O)N1C(=C(C(=C1)C)C1=CC=CC=C1)C(=O)OCC1=CC=CC=C1 benzyl 1-(benzyloxycarbonyl sulfamoyl)-4-methyl-3-phenyl-pyrrole-2-carboxylate